FC1CCNCC1 4-fluoropiperidine